N-methylpenicillamine CN[C@@H](C(C)(C)S)C(=O)O